4-(4-(3,4-dichlorophenyl)-5-isobutylthiazol-2-yl)-1-(ethoxycarbonyl)piperazine-2-carboxylic acid ClC=1C=C(C=CC1Cl)C=1N=C(SC1CC(C)C)N1CC(N(CC1)C(=O)OCC)C(=O)O